2-(((1H-pyrazol-3-yl)methyl)(methyl)amino)-6-chloro-4-ethylpyridine-3,5-dicarbonitrile N1N=C(C=C1)CN(C1=NC(=C(C(=C1C#N)CC)C#N)Cl)C